BrC1=C([Se]C=2C1=CC=C1C=C(C(OC21)=O)C(=O)OC(C(C([2H])([2H])[2H])([2H])[2H])(C([2H])([2H])[2H])[2H])CN2CCN(CC2)C butyl-d9 7-bromo-8-((4-methylpiperazin-1-yl)methyl)-2-oxo-2H-selenopheno[3,2-h]chromene-3-carboxylate